2''-bromo-2,5-dioxodispiro[imidazolidine-4,1'-cyclohexane-4',1''-indene]-1,3-dicarboxylic acid di-tert-butyl ester C(C)(C)(C)OC(=O)N1C(N(C2(CCC3(C(=CC4=CC=CC=C34)Br)CC2)C1=O)C(=O)OC(C)(C)C)=O